N-((2S,3S,4R)-1-{[(1S,2R,3S,4S,5R)-5-(ethoxymethyl)-2,3,4-trihydroxycyclohexyl]oxy}-3,4-Dihydroxyoctadecane-2-yl)-8-Phenyloctaneamide C(C)OC[C@@H]1[C@@H]([C@@H]([C@H]([C@H](C1)OC[C@@H]([C@@H]([C@@H](CCCCCCCCCCCCCC)O)O)NC(CCCCCCCC1=CC=CC=C1)=O)O)O)O